C(C)[C@@H]1N(C[C@H](N(C1)C(C)C1=CC=C2C(=N1)SC(=N2)CC)CC)C=2C=1N(N(C(C2)=O)C)C=C(N1)CC#N 2-(8-((2S,5R)-2,5-diethyl-4-(1-(2-ethylthiazolo[5,4-b]pyridin-5-yl)ethyl)piperazin-1-yl)-5-methyl-6-oxo-5,6-dihydroimidazo[1,2-b]pyridazin-2-yl)acetonitrile